4-(5-(2-methyl-4-(6-(trifluoromethyl)quinazolin-2-yl)phenyl)-4-oxo-4,5,6,7-tetrahydropyrazolo[1,5-a]pyrazin-3-yl)morpholin-3-one CC1=C(C=CC(=C1)C1=NC2=CC=C(C=C2C=N1)C(F)(F)F)N1C(C=2N(CC1)N=CC2N2C(COCC2)=O)=O